[4-(2-thioxanthenylthio)phenyl]diphenylsulfonium C1=C(C=CC=2SC3=CC=CC=C3CC12)SC1=CC=C(C=C1)[S+](C1=CC=CC=C1)C1=CC=CC=C1